C(CC1=CC=CC=C1)C=1C=C2C(=CC(=NC2=CC1)C=O)C1=CC=CC=C1 6-phenethyl-4-phenylquinoline-2-carbaldehyde